2-(3-oxetanyl)acetonitrile O1CC(C1)CC#N